O1N=C(C=C1)C(CCC=CC[C@@H](C=1N(C=C(N1)C=1C(=NC=CC1)OC)COCC[Si](C)(C)C)NC(OC(C)(C)C)=O)=O (S)-tert-butyl (7-(isoxazol-3-yl)-1-(4-(2-methoxypyridin-3-yl)-1-((2-(trimethylsilyl)ethoxy)methyl)-1H-imidazol-2-yl)-7-oxohept-3-en-1-yl)carbamate